OP(O)OP(O)O.C(C)(C)(C)C1=C(C=CC(=C1)C(C)(C)C)C(O)(C(CO)(CO)CO)C1=C(C=C(C=C1)C(C)(C)C)C(C)(C)C bis(2,4-di(tert-butyl)phenyl)pentaerythritol diphosphite